4-(4-aminopyrrolo[2,1-f][1,2,4]triazin-7-yl)-1H-pyrrole NC1=NC=NN2C1=CC=C2C=2C=CNC2